C(CCCCC)N1N=C(C(=C1N)N)C 1-Hexyl-3-methyl-1H-pyrazole-4,5-diamine